N-Benzoyl-5'-deoxy-3'-O-[(1,1-dimethylethyl)dimethylsilyl]-2'-O-methyl-5'-oxo-adenosine C(C1=CC=CC=C1)(=O)NC=1C=2N=CN([C@H]3[C@H](OC)[C@H](O[Si](C)(C)C(C)(C)C)[C@@H](C=O)O3)C2N=CN1